ClC1=NC=C(C(=C1)N1CCC(CC1)(F)CNC(OC(C)(C)C)=O)C#CC=1C=NN(C1)C tert-butyl ((1-(2-chloro-5-((1-methyl-1H-pyrazol-4-yl)ethynyl)pyridin-4-yl)-4-fluoropiperidin-4-yl)methyl)carbamate